C(=C)C1(COC(COC1)C)C vinyl-1,4-dimethyl-3,6-dioxepane